ureylenebis(p-phenylenemethylene-p-phenylene) diisocyanate N(C(=O)NC1=CC=C(C=C1)CC1=CC=C(C=C1)N=C=O)C1=CC=C(C=C1)CC1=CC=C(C=C1)N=C=O